ClC1=C(C=C(C(=O)NC2=CC(=C(C(=C2)C(=O)C=2C=C3N=CC=NC3=CC2)F)F)C=C1)C(F)(F)F 4-chloro-N-(3,4-difluoro-5-(quinoxaline-6-carbonyl)phenyl)-3-(trifluoromethyl)benzamide